FC1(CC2(C1)C[C@H](N(CC2)C(=O)OC(C)(C)C)C2=CC=C(C=C2)C(=O)OC)F tert-butyl (S)-2,2-difluoro-6-(4-(methoxycarbonyl)phenyl)-7-azaspiro[3.5]nonane-7-carboxylate